N=1N(N=C2C1C=CC=C2)C2=C(C(=CC(=C2)C(C)(C)CC)C(C)(C)CC)O (2H-benzotriazol-2-yl)-4,6-di-tert-amylphenol